(4-Methylphenoxy)-1-(thien-2-yl)-N,N-dimethylpropylamine hydrochloride Cl.CC1=CC=C(OC(CC)(C=2SC=CC2)N(C)C)C=C1